3-{3'-Adamantan-1-yl-4'-[(tetrahydropyran-2-yloxycarbamoyl)-methoxy]-biphenyl-4-yl}-acrylic acid tert-butyl ester C(C)(C)(C)OC(C=CC1=CC=C(C=C1)C1=CC(=C(C=C1)OCC(NOC1OCCCC1)=O)C12CC3CC(CC(C1)C3)C2)=O